2-(trifluoromethoxy)ethanol FC(OCCO)(F)F